ClC1=CC=C(C=C1)C(CNC(=O)[C@]1(C=2C=CC=NC2[C@H](CC1)O)F)N1CCC(CC1)(F)F (5s,8s)-N-(2-(4-chlorophenyl)-2-(4,4-difluoropiperidin-1-yl)ethyl)-5-fluoro-8-hydroxy-5,6,7,8-tetrahydroquinoline-5-carboxamide